Nitro-3-(4-(3-(trifluoromethoxy) benzyl) piperazine-1-carbonyl)-[1,1'-biphenyl]-4-ylmethanesulfonate [N+](=O)([O-])C(S(=O)(=O)[O-])C1=C(C=C(C=C1)C1=CC=CC=C1)C(=O)N1CCN(CC1)CC1=CC(=CC=C1)OC(F)(F)F